C(C)(=O)C1=C(C(=NC=C1)C(C)C)N1CN=CC2=C1N=C(C(=C2)F)Cl 1-(4-Acetyl-2-isopropylpyridin-3-yl)-7-chloro-6-fluoropyrido[2,3-d]pyrimidine